C1(C(C(C2=CC=CC=C12)=O)=O)=O indane-1,2,3-trione